2-pentylpropane C(CCCC)C(C)C